tert-butyl 4-(2-(3-methoxyoxetan-3-yl)-4-methylpyridin-3-yl)piperidine-1-carboxylate COC1(COC1)C1=NC=CC(=C1C1CCN(CC1)C(=O)OC(C)(C)C)C